Cl.[Cl-] chloride HCl